N1C(=NC2=C1C=CC=C2)NC(CC(=O)N(C)CCCO)C2=CC(=CC=C2)C(F)(F)F 3-[(1H-1,3-benzodiazol-2-yl)amino]-N-(3-hydroxypropyl)-N-methyl-3-[3-(trifluoromethyl)phenyl]propanamide